CC1(COC2=C1C(=CC=C2)OC2=NC=C(C=N2)N2C(NC1=C2C=NC=C1)=O)C 3-[2-[(3,3-dimethyl-2H-benzofuran-4-yl)oxy]pyrimidin-5-yl]-1H-imidazo[4,5-c]pyridin-2-one